N-((3,3-difluorocyclobutyl)methyl)-4-(pyridin-4-ylethynyl)benzamide 2-(12-nitro-1,2,3,5,6,7-hexahydrochromeno[2,3-f]pyrido[3,2,1-ij]quinolin-4-ium-9-yl)-5-sulfobenzenesulfonate [N+](=O)([O-])C1=CC=C2C(=C3C(=C4CCC[N+]5=C4C(=C3)CCC5)OC2=C1)C1=C(C=C(C=C1)S(=O)(=O)O)S(=O)(=O)[O-].FC1(CC(C1)CNC(C1=CC=C(C=C1)C#CC1=CC=NC=C1)=O)F